FC1=C(C=C2C(=NN(C2=C1)C1OCCCC1)C=C)C1=C(N(N=C1C)C)O 4-(6-fluoro-1-tetrahydropyran-2-yl-3-vinyl-indazol-5-yl)-2,5-dimethyl-pyrazol-3-ol